C(C1=CC=CC=C1)O[C@H]([C@@H](O)[C@@H]1OC1)[C@@H](C=C)O (1S,2S,3R)-2-(benzyloxy)-1-((R)-oxiran-2-yl)pent-4-ene-1,3-diol